BrC1=NC=C(C(=C1[N+](=O)[O-])Br)F 2,4-dibromo-5-fluoro-3-nitropyridine